2-[(3-{6-[(2-chloro-4-cyanophenoxy)methyl]-3-fluoropyridin-2-yl}-2,5-dihydro-1H-pyrrol-1-yl)methyl]-1-{[(2S)-oxetan-2-yl]methyl}-1H-1,3-benzodiazole-6-carboxylic acid ClC1=C(OCC2=CC=C(C(=N2)C=2CN(CC2)CC2=NC3=C(N2C[C@H]2OCC2)C=C(C=C3)C(=O)O)F)C=CC(=C1)C#N